(4S)-4,11-diethyl-3,14-dioxo-3,4,12,14-tetrahydro-1H-pyrano[3',4':6,7]indolizino[1,2-b]quinolin-4-yl N2-(tert-butoxycarbonyl)-L-asparaginyl-L-prolyl-L-valinate C(C)(C)(C)OC(=O)N[C@@H](CC(N)=O)C(=O)N1[C@@H](CCC1)C(=O)N[C@@H](C(C)C)C(=O)O[C@@]1(C(OCC=2C(N3CC=4C(=NC=5C=CC=CC5C4CC)C3=CC21)=O)=O)CC